C(CCC)N=C[C@H](O)[C@@H](O)[C@H](O)CCO [butylimino]-1,5-dideoxy-D-glucitol